Iodo-methane IC